C(=O)(C(=C)C)[Si](OC)(OC)OC methacryltri-methoxysilane